8-chloro-1-(2,6-dichlorophenyl)-2-methyl-5-((1-methyl-1H-tetrazol-5-yl)oxy)-1,6-naphthyridin-4(1H)-one ClC=1C=NC(=C2C(C=C(N(C12)C1=C(C=CC=C1Cl)Cl)C)=O)OC1=NN=NN1C